(2s,4s)-4-(((benzyloxy)carbonyl)amino)-5-oxopyrrolidine-1,2-dicarboxylic acid 1-tert-butyl ester 2-methyl ester COC(=O)[C@H]1N(C([C@H](C1)NC(=O)OCC1=CC=CC=C1)=O)C(=O)OC(C)(C)C